C(C=C)(=O)O.C(C=C)(=O)O.C(C=C)(=O)O.C(C=C)(=O)O.C(O)C(CCC)(CO)CO.C(O)C(CCC)(CO)CO di(trimethylolbutane) tetraacrylate